ClC1=NC(=NC=C1C(F)(F)F)NC1=C(C=C(C=C1)N1C[C@@H](N[C@@H](C1)C)C)CC 4-chloro-N-(4-((3S,5R)-3,5-dimethylpiperazin-1-yl)-2-ethylphenyl)-5-(trifluoromethyl)pyrimidin-2-amine